FC=1C=C2C(=CC=NC2=CC1)C1CCC(CC1)CN (4-(6-fluoroquinolin-4-yl)cyclohexyl)methylamine